4-methyl-2,4-heptadien-1-ol CC(C=CCO)=CCC